(S)-N-(3-(2-((1R,5S)-3-oxabicyclo[3.1.0]hexan-1-yl)-6-(((R)-1-hydroxypropan-2-yl)amino)pyridin-4-yl)-4-methylphenyl)-3-(2,2,2-trifluoroethyl)pyrrolidine-1-carboxamide [C@]12(COC[C@H]2C1)C1=NC(=CC(=C1)C=1C=C(C=CC1C)NC(=O)N1C[C@@H](CC1)CC(F)(F)F)N[C@@H](CO)C